2-[4-[(E)-3-(4-Cyclohexylphenyl)-3-oxoprop-1-enyl]phenoxy]acetic acid C1(CCCCC1)C1=CC=C(C=C1)C(/C=C/C1=CC=C(OCC(=O)O)C=C1)=O